furo[2,3-c]pyridine tert-butyl-4-(7-amino-8-nitro-4-oxochroman-2-yl)piperidine-1-carboxylate C(C)(C)(C)OC(=O)N1CCC(CC1)C1OC2=C(C(=CC=C2C(C1)=O)N)[N+](=O)[O-].O1C=CC=2C1=CN=CC2